(2R)-2-(2,4-difluorophenyl)-1,1-difluoro-1-(5-(4-(4-(6-(1-hydroxyethyl)pyridin-3-yl)piperazin-1-yl)phenyl)pyridin-2-yl)-3-(1H-tetrazol-1-yl)propan-2-ol FC1=C(C=CC(=C1)F)[C@](C(C1=NC=C(C=C1)C1=CC=C(C=C1)N1CCN(CC1)C=1C=NC(=CC1)C(C)O)(F)F)(CN1N=NN=C1)O